C(CCCCCCCCCCCCCCCCCCCCC(C)C)NC(=O)N isotetracosyl-urea